(4aR,8aS)-6-(3-(1-(2-Fluoro-4-(trifluoromethyl)phenoxy)ethyl)azetidine-1-carbonyl)hexahydro-2H-pyrido[4,3-b][1,4]oxazin-3(4H)-one FC1=C(OC(C)C2CN(C2)C(=O)N2C[C@@H]3[C@@H](OCC(N3)=O)CC2)C=CC(=C1)C(F)(F)F